5-(4-Ethylphenyl)-1-(2-methoxyethyl)-3,4-dimethyl-3-((benzylseleno)methyl)-1H-pyrrol-2(3H)-one C(C)C1=CC=C(C=C1)C1=C(C(C(N1CCOC)=O)(C[Se]CC1=CC=CC=C1)C)C